ClC1=NC=CC(=C1Cl)B(O)O (2,3-dichloro-pyridin-4-yl)-boronic acid